C(C)OCCC1=CC=CC=2N=C(OC21)C2=C1C=C(N=CC1=C(N=C2)NC)NC(=O)C2CC2 N-(5-(7-(2-ethoxyethyl)benzo[d]oxazol-2-yl)-8-(methylamino)-2,7-naphthyridin-3-yl)cyclopropanecarboxamide